[2-({2'-ethoxy-5-[(2R)-2-ethyl-4-[(2S)-2-(trifluoromethyl)pyrrolidine-1-carbonyl]piperazin-1-yl]-[2,3'-bipyridin]-6-yl}oxy)ethyl](methyl)amine C(C)OC1=NC=CC=C1C1=NC(=C(C=C1)N1[C@@H](CN(CC1)C(=O)N1[C@@H](CCC1)C(F)(F)F)CC)OCCNC